N1N=C(C=C1)CNC(C1=CC=C(C=C1)C1=NC=CC2=C1C=CN2)=O N-[(1H-pyrazol-3-yl)methyl]-4-(1H-pyrrolo[3,2-c]pyridin-4-yl)benzamide